[Si](C)(C)(C(C)(C)C)OC1C(C1)N1C(C2=CC=CC=C2C1=O)=O 2-(2-((tert-butyldimethylsilyl)oxy)cyclopropyl)isoindoline-1,3-dione